C(CCCCCCCCCC#C\C=C/CC)CC(=O)O.C(C)(=O)OCCCCCCCCCCCC\C=C/CCCC (Z)-13-octadecen-1-yl acetate ((Z)-hexadec-13-en-11-yn-1-yl acetate)